C1=CC=CC=2C3=CC=CC=C3N(C12)C(=O)OC=1C=NC=CC1 3-pyridyl 9H-carbazole-9-carboxylate